C1(CCC(N1OC(=O)C1=CC=C(C(SSC2=NC=CC=C2)C)C=C1)=O)=O 4-succinimidyl-oxycarbonyl-α-methyl-α-(2-pyridyldithio)toluene